C1=C[C@@H]([C@@H]([C@H]1NCC2=CNC3=C2C(=O)NC(=N3)N)O)O 7-(3,4-trans-4,5-cis-dihydroxy-1-cyclopenten-3-ylaminomethyl)-7-deazaguanine